COC1=CC=C(C=C1)C=1N=C2N(C=CC(=C2)\C=C\C2=CC=CC=C2)C1 (E)-2-(4-Methoxyphenyl)-7-styrylimidazo[1,2-a]pyridine